NC1=NC=2C=CC(=CC2C2=C1C(OC2)C)C(=O)O 4-amino-3-methyl-1,3-dihydrofurano[3,4-c]quinolin-8-carboxylic acid